C1(CCCCCC1)[N+](=CC(CCCCCCCCC)C)[O-] N-cycloheptyl-2-methylundecan-1-imine oxide